C(C=1C(=NC(NC1)=O)N)[2H] 5-methyl-d-Cytosine